ClC=1C(=CC(=C(C1)C(C#N)(C)C)OCC=1N=NC(=CC1)Cl)C 2-[5-chloro-2-(6-chloro-pyridazin-3-ylmethoxy)-4-methyl-phenyl]-2-methyl-propionitrile